COC1=CC=C(C=C1)C(CO)O (4-methoxyphenyl)ethane-1,2-diol